C(CCCCCCCCC)[C@@H]1[C@H](C(N([C@H](C(N[C@H](C(N[C@H](C(N[C@H](C(NCC(O1)=O)=O)C)=O)CO)=O)[C@H](CC)C)=O)CC(C)C)C)=O)C (6S,9S,12S,15S,18R,19R)-19-decyl-9-(hydroxymethyl)-15-isobutyl-6,16,18-trimethyl-12-[(1S)-1-methylpropyl]-1-oxa-4,7,10,13,16-pentazacyclononadecane-2,5,8,11,14,17-hexone